S(N)(OC[C@H]1OC2(O[C@@H]1C1=CC=CC=C1)CCCC2)(=O)=O ((2R,3R)-3-phenyl-1,4-dioxaspiro[4.4]nonan-2-yl)methyl sulfamate